FC=1C=C(C(=O)NC(C)C2=NC=CN=C2C2=NC=CN=C2)C=C(C1)C(F)(F)F 3-fluoro-N-[1-(3-pyrazin-2-ylpyrazin-2-yl)ethyl]-5-(trifluoromethyl)benzamide